4-(6-chloro-3-pyridinyl)-N-ethyl-thiazolidine-2-imine ClC1=CC=C(C=N1)C1NC(SC1)=NCC